3-[2-oxo-6-(4-piperidyl)-1,3-benzoxazol-3-yl]piperidine-2,6-dione O=C1OC2=C(N1C1C(NC(CC1)=O)=O)C=CC(=C2)C2CCNCC2